sodium adenine N1=CN=C2N=CNC2=C1N.[Na]